bis(2,4-dimethylphenyl)p-phenylenediamine CC1=C(C=CC(=C1)C)NC1=CC=C(C=C1)NC1=C(C=C(C=C1)C)C